COC(C1CO1)=O.C[SiH2]OOC(C)(C)C methyl-tert-butyl-peroxysilane (2S)-Methylglycidate